(R)- or (S)-N-methyl-3-(2-methyl-2,3-dihydroimidazo[2,1-b][1,3]oxazol-6-yl)-4-[4-(trifluoromethyl)phenoxy]benzene-1-sulfonamide CNS(=O)(=O)C1=CC(=C(C=C1)OC1=CC=C(C=C1)C(F)(F)F)C=1N=C2O[C@@H](CN2C1)C |o1:26|